NC1=NC=CC(=C1N)C1=NC(=CC(=N1)N=S(=O)(C)C)N1[C@@H](COCC1)C (R)-((2-(2,3-diaminopyridin-4-yl)-6-(3-methylmorpholino)pyrimidin-4-yl)imino)dimethyl-λ6-sulfanone